C12CCCC2NC1 6-azabicyclo[3.2.0]heptan